6-(1-methyl-1H-pyrazol-4-yl)-3-(4-(5-(3-phenylpropyl)pyrimidin-2-yl)piperazin-1-yl)pyrazolo[1,5-a]pyridine CN1N=CC(=C1)C=1C=CC=2N(C1)N=CC2N2CCN(CC2)C2=NC=C(C=N2)CCCC2=CC=CC=C2